5-(((3S,4R)-1-((2,4-dichlorophenyl)sulfonyl)-4-hydroxy-4-(hydroxymethyl)pyrrolidin-3-yl)oxy)-3-fluoropicolinonitrile ClC1=C(C=CC(=C1)Cl)S(=O)(=O)N1C[C@@H]([C@@](C1)(CO)O)OC=1C=C(C(=NC1)C#N)F